ClC1=C(C=CC=C1)CN=C=O 1-Chloro-2-(isocyanatomethyl)benzol